1-((3R,8R,9S,10R,13S,14S)-10,13-dimethyl-17-(pyridin-3-yl)-2,3,4,7,8,9,10,11,12,13,14,15-dodecahydro-1H-cyclopenta[a]phenanthren-3-yl) 9-methyl nonanedioate C(CCCCCCCC(=O)OC)(=O)O[C@@H]1CC[C@@]2([C@H]3CC[C@@]4(C(=CC[C@H]4[C@@H]3CC=C2C1)C=1C=NC=CC1)C)C